BrC1=C(N)C=CC(=C1C)Cl 2-bromo-4-chloro-3-methyl-aniline